O=C1NC(CCC1N1C(C2=CC=CC(=C2C1=O)N[C@@H](C)C1=CC=C(C=C1)OC(F)(F)F)=O)=O 2-(2,6-dioxopiperidin-3-yl)-4-(((S)-1-(4-(trifluoromethoxy)phenyl)ethyl)amino)isoindoline-1,3-dione